NCC=1OC2=C(C1)C=C(C=C2Cl)C2=CC=C(C=N2)C(=O)N2CCOCC2 (6-(2-(aminomethyl)-7-chlorobenzofuran-5-yl)pyridin-3-yl)(morpholino)methanone